ClC1=C(C=CC=C1)N1C(NC(C2=C1N=C(C=C2)C(C)C)=O)=O 1-(2-chlorophenyl)-7-isopropyl-pyrido[2,3-d]pyrimidine-2,4(1H,3H)-dione